Tetraethyl ((2-aminoacetamido)methylene)bis(phosphonate) NCC(=O)NC(P(OCC)(OCC)=O)P(OCC)(OCC)=O